C1=CC=CC=2CCN3C(C12)=CC=1C=CC=CC1C3 6,8-dihydro-5H-isoquinolino[3,2-a]isoquinoline